benzyl ((S)-1-(((S)-1-(((S)-1-amino-1-oxo-3-((S)-2-oxopyrrolidin-3-yl)propan-2-yl)amino)-3-cyclopropyl-1-oxopropan-2-yl)amino)-3-(naphthalen-1-yl)-1-oxopropan-2-yl)carbamate NC([C@H](C[C@H]1C(NCC1)=O)NC([C@H](CC1CC1)NC([C@H](CC1=CC=CC2=CC=CC=C12)NC(OCC1=CC=CC=C1)=O)=O)=O)=O